Dibenzyl 2-((3-fluoro-11-oxo-6,8,9,11-tetrahydro-7H-pyrido[2,1-b]quinazolin-6-yl)methyl)malonate FC1=CC=C2C(N3C(=NC2=C1)C(CCC3)CC(C(=O)OCC3=CC=CC=C3)C(=O)OCC3=CC=CC=C3)=O